chloro-2,3'-dinitro-1,1':2',1''-terphenyl ClC=1C(=C(C=CC1)C=1C(=C(C=CC1)[N+](=O)[O-])C1=CC=CC=C1)[N+](=O)[O-]